2-((2,5-dimethylbenzo[d]thiazol-6-yl)amino)-7-methyl-9-(2-morpholinoethyl)-7,9-dihydro-8H-purin-8-one CC=1SC2=C(N1)C=C(C(=C2)NC2=NC=C1N(C(N(C1=N2)CCN2CCOCC2)=O)C)C